CC(C(=O)N)=CC1=CC=2C(=NOC2C2=CC=CC=C2)C=C1 methyl-3-(3-phenylbenzo[c]isoxazol-5-yl)acrylamide